1-(2-(2-(2-ethoxyethoxy)ethoxy)ethyl)-3-vinylimidazole C(C)OCCOCCOCCN1CN(C=C1)C=C